N-((3R,4S,6R)-4-amino-6-((S)-1-(4-fluorophenyl)-1,2,3,4-tetrahydroisoquinoline-2-carbonyl)tetrahydro-2H-pyran-3-yl)acetamide N[C@@H]1[C@H](CO[C@H](C1)C(=O)N1[C@H](C2=CC=CC=C2CC1)C1=CC=C(C=C1)F)NC(C)=O